2-chloro-5-nitropyridine-4-carbonitrile ClC1=NC=C(C(=C1)C#N)[N+](=O)[O-]